C(C)(C)(C)C=1C=C(C=C(C1)C(C)(C)C)C1=C(C(=CC=C1)C1=CC(=CC(=C1)C(C)(C)C)C(C)(C)C)C=O 3,3'',5,5''-Tetra-tert-butyl-2'-formyl-[1,1':3',1''-terphenyl]